1-[(1E)-[(4-bromophenyl)imino]methyl]naphthalen-2-ol BrC1=CC=C(C=C1)\N=C\C1=C(C=CC2=CC=CC=C12)O